C(C)(C)(C)CCC1=C(C(=CC=C1)C(C)(C)C)O 2,6-di-tert-butylethylphenol